(isopropyl-d1)[(isopropyl-d1)benzofuropyridinyl]pyridine C(C)(C)([2H])C=1C(=NC=CC1)C1=NC2=C(C=C1C(C)(C)[2H])OC1=C2C=CC=C1